(2S)-2-{[2-amino-5-(3-{1-azabicyclo[2.2.2]octan-4-yl}-1,2,4-oxadiazol-5-yl)pyrimidin-4-yl]amino}-2-phenylethanol NC1=NC=C(C(=N1)N[C@H](CO)C1=CC=CC=C1)C1=NC(=NO1)C12CCN(CC1)CC2